FC=1C(=CC(=C(C(=O)O)C1)O[C@H](C(F)(F)F)C)N1N=C2COCCN2C1=O 5-fluoro-4-(3-oxo-5,6-dihydro-3H-[1,2,4]triazolo[3,4-c][1,4]oxazin-2(8H)-yl)-2-{[(2S)-1,1,1-trifluoroprop-2-yl]oxy}benzoic acid